2,3-dihydrobenzo[b][1,4]dioxine-5,7-d2-6-carbaldehyde O1C2=C(OCC1)C(=C(C(=C2)[2H])C=O)[2H]